C[SiH](OC(C)(C)CC)C Dimethyl-tert-pentoxysilane